N-(1-(6-((1,1-dimethyl-2,3-dihydro-1H-inden-2-yl)amino)pyridin-3-yl)-2,2,2-trifluoroethyl)-N-methyl-2-oxo-1,2-dihydropyridine-4-carboxamide CC1(C(CC2=CC=CC=C12)NC1=CC=C(C=N1)C(C(F)(F)F)N(C(=O)C1=CC(NC=C1)=O)C)C